C(C#C)OC1CC=CC=C1C=O 6-(prop-2-yn-1-oxy)cyclohexa-1,3-diene-1-carbaldehyde